7-(Dimethoxymethyl)-N-(5-((3,5-dimethoxyphenyl)ethynyl)-4-isopropoxypyridin-2-yl)-6-((4-methyl-2-oxopiperazin-1-yl)methyl)-3,4-dihydro-1,8-naphthyridine-1(2H)-carboxamide COC(C1=C(C=C2CCCN(C2=N1)C(=O)NC1=NC=C(C(=C1)OC(C)C)C#CC1=CC(=CC(=C1)OC)OC)CN1C(CN(CC1)C)=O)OC